ClCC(=O)ON=C(N)C1CC(C1)C1=CC=CC=C1 N'-(2-chloroethanoyloxy)-3-phenylcyclobutaneformamidine